C(C1=CC=CC=C1)(C1=CC=CC=C1)=NC=1N=NC(=CC1C(=O)O)C 3-(benzhydrylideneamino)-6-methyl-pyridazine-4-carboxylic acid